hydroxyazepine OC=1NC=CC=CC1